formyl-sulfonate C(=O)S(=O)(=O)[O-]